ethanone-1-d C(C)(=O)[2H]